FC(OC=1C=C(C=CC1)CN1C2=CC=CC(=C2C=2C(=CC=CC12)OCC(=O)O)C(N)=O)(F)F {9-[(3-trifluoromethoxyphenyl)methyl]-5-carbamoylcarbazol-4-yl}oxyacetic acid